FC1=C(CC2=NC3=C(N2CC2(CC2)CF)C=C(C=C3F)C(=O)O)C=C(C(=C1)C1=NC(=C(C=C1)F)OCC=1SC(=NN1)OC)F 2-(2,5-difluoro-4-(5-fluoro-6-((5-methoxy-1,3,4-thiadiazol-2-yl)methoxy)pyridin-2-yl)benzyl)-4-fluoro-1-((1-(fluoromethyl)cyclopropyl)methyl)-1H-benzo[d]imidazole-6-carboxylic acid